5,7,3',4'-tetrahydroxyflavanone OC1=C2C(CC(OC2=CC(=C1)O)C1=CC(=C(C=C1)O)O)=O